BrC1CCCC=C1C1=CC=C(C=C1)Cl 1-(6-bromocyclohex-1-en-1-yl)-4-chlorobenzene